1,3-Bis-(amino-methyl)cyclohexan NCC1CC(CCC1)CN